C(CCC)C1=CC=C2C=CC=C(C2=C1)C1(CC1)NC(=O)C=1C=C(OCC(COC)NC(O)=O)C=CC1C.NCOC1=NC2=CC=CC=C2C=C1 aminomethoxyquinoline 7-Butyl(1-methoxy-3-(4-methyl-3-((1-(naphthalen-1-yl)cyclopropyl)carbamoyl)phenoxy)propan-2-yl)carbamate